FC(C1=CC=C(C=C1)C1=CC=C(C=C1)C1=CC(=CN1)C)(F)F (2S,5R)-5-[4-(4-trifluoromethylphenyl)phenyl]-3-methyl-1H-pyrrole